C(#N)C1=CC(=C(COC=2C=C(C=CC2F)NC2CCN(CC2)CC2=NC3=C(N2C[C@H]2OCC2)C=C(C=C3)C(=O)O)C=C1)F (S)-2-((4-((3-((4-cyano-2-fluorobenzyl)oxy)-4-fluorophenyl)amino)piperidin-1-yl)methyl)-1-(oxetan-2-ylmethyl)-1H-benzo[d]imidazole-6-carboxylic acid